2-((4-((5,5-dimethyl-2,4-dioxo-3-(4-(1-(trifluoromethyl)cyclopropyl)phenyl)imidazolidin-1-yl)methyl)pyridin-2-yl)amino)-2-methylpropanenitrile CC1(C(N(C(N1CC1=CC(=NC=C1)NC(C#N)(C)C)=O)C1=CC=C(C=C1)C1(CC1)C(F)(F)F)=O)C